C([C@@H]1[C@H]([C@@H]([C@H]([C@H](O1)OC[C@@H]2[C@@H]([C@@H]([C@H]([C@@H](O2)O)O)O)O)O)O)O)O The molecule is a glycosylgalactose consisting of alpha-D-glucopyranose and beta-D-galactopyranose residues joined in sequence by a (1->6) glycosidic bond. It derives from an alpha-D-glucose and a beta-D-galactose.